3,4-dibenzyloxybenzeneacetic acid C(C1=CC=CC=C1)OC=1C=C(C=CC1OCC1=CC=CC=C1)CC(=O)O